C(CCCCCCCCCCCCCCCCCCC)(N)N icosanediamine